5-bromo-2-iodo-N-methyl-aniline BrC=1C=CC(=C(NC)C1)I